p-methylsulfonylbenzaldehyde CS(=O)(=O)C1=CC=C(C=O)C=C1